(E)-1-phenyl-2,4-pentadiene C1(=CC=CC=C1)C\C=C\C=C